C(CCCCCNCCCN)NCCCN N1,N1'-(hexane-1,6-diyl)bis(propane-1,3-diamine)